4-(4-fluorophenyl)benzoic acid FC1=CC=C(C=C1)C1=CC=C(C(=O)O)C=C1